CC(CS(=O)(=O)C=1N=CN2C1C=CC=C2)(C)C (2,2-dimethylpropylsulfonyl)imidazo[1,5-a]pyridin